[F-].C(CCCCCCCCCC)[N+]1(CCCCC1)CCCC 1-undecyl-1-butylpiperidinium fluoride salt